C1(=CC=C(C=C1)N(C1=CC=CC=2C3(C4=CC=CC=C4C12)C1=CC=CC=C1C=1C=CC=CC13)C1=CC=C(C=C1)C=1C=CC=3N(C2=CC=CC=C2C3C1)C1=CC=CC=C1)C1=CC=CC=C1 N-(1,1'-biphenyl-4-yl)-N-[4-(9-phenyl-9H-carbazol-3-yl)phenyl]-9,9'-spirobi(9H-fluorene)-4-amine